FC(C1=CC=C(C=C1)N1CC(CC2=NC=CC=C12)OCC(=O)O)(F)F 2-((1-(4-(trifluoromethyl)phenyl)-1,2,3,4-tetrahydro-1,5-naphthyridin-3-yl)oxy)acetic acid